ClC=1C(=C(C=CC1)C1(NC=NC2=CC(=C(C=C12)N)C#CC1(CN(CC1)C)OC)N)F 4-(3-chloro-2-fluorophenyl)-7-((3-methoxy-1-methylpyrrolidin-3-yl)ethynyl)quinazoline-4,6-diamine